4-(tert-butoxy)-2-(4-(5-chloro-2-propionylphenyl)-5-methoxy-2-oxopyridin-1(2H)-yl)-N-(quinoxalin-6-yl)butanamide C(C)(C)(C)OCCC(C(=O)NC=1C=C2N=CC=NC2=CC1)N1C(C=C(C(=C1)OC)C1=C(C=CC(=C1)Cl)C(CC)=O)=O